C(C)O[Si](CCCN1CCNCC1)(OCC)OCC 1-[3-(triethoxysilyl)propyl]piperazine